C(C)(C)N1N=NC=2C=CC=3C=NC(=NC3C21)NC2CCC(NC2)=O 5-((1-isopropyl-1H-[1,2,3]triazolo[4,5-h]quinazolin-8-yl)amino)piperidin-2-one